N-((R)-1,1-Dimethyl-2,3-dihydro-1H-inden-2-yl)-6-((S)-2,2,2-trifluoro-1-(methylamino)ethyl)pyridin-3-amine CC1([C@@H](CC2=CC=CC=C12)NC=1C=NC(=CC1)[C@@H](C(F)(F)F)NC)C